tert-butyl 2-[3-[(2-isopropylpyrimidine-5-carbonyl)amino]-4-phenyl-2-pyridyl]pyrrolidine-1-carboxylate C(C)(C)C1=NC=C(C=N1)C(=O)NC=1C(=NC=CC1C1=CC=CC=C1)C1N(CCC1)C(=O)OC(C)(C)C